N1C(=NC2=C1C=CC=C2)C(C2=C(C=CC(=C2)F)O)N2N=C1C(=C(C=CC1=C2)C2=CC=C(C=C2)C2CCN(CC2)C)Cl 2-[1H-benzimidazol-2-yl-[7-chloro-6-[4-(1-methyl-4-piperidyl)phenyl]-indazol-2-yl]methyl]-4-fluoro-phenol